chloro-2-nitro-1,2,3,6-tetrahydro-1,1'-biphenyl ClC1(C(CC=CC1)[N+](=O)[O-])C1=CC=CC=C1